C(C)(C)(C)C1=CC=C(CN2N=C(N(C2=O)CC)CCC(F)(F)C=2C=C(C=CC2)C2=CC=C(C=N2)NS(=O)(=O)C2=CC=CC=C2)C=C1 N-(6-(3-(3-(1-(4-(tert-butyl)benzyl)-4-ethyl-5-oxo-4,5-dihydro-1H-1,2,4-triazol-3-yl)-1,1-difluoropropyl)phenyl)pyridin-3-yl)benzenesulfonamide